1-{3-[(1R)-1-{[6-(ethylsulfonyl)-2-methylpyrido[3,4-d]pyrimidin-4-yl]amino}ethyl]-2-fluorophenyl}-1,1-difluoro-2-methylpropan-2-ol C(C)S(=O)(=O)C1=CC2=C(N=C(N=C2N[C@H](C)C=2C(=C(C=CC2)C(C(C)(O)C)(F)F)F)C)C=N1